6'-chloro-1'-(2-(dimethylamino)ethyl)-2,3,5,6-tetrahydrospiro[pyran-4,3'-pyrrolo[2,3-b]pyridin]-2'(1'H)-one ClC1=CC=C2C(=N1)N(C(C21CCOCC1)=O)CCN(C)C